N-(6-chloro-1-(3-(3-hydroxyphenyl)prop-2-yn-1-yl)-3-methyl-2,4-dioxo-1,2,3,4-tetrahydropyrimidin-5-yl)pentanamide ClC1=C(C(N(C(N1CC#CC1=CC(=CC=C1)O)=O)C)=O)NC(CCCC)=O